C(C)(C)(C)OC(=O)N1CC(C1)C=1C=NC(=NC1)C1=C(C=C(C=C1)S(=O)(=O)C)Cl 3-[2-(2-chloro-4-methylsulfonyl-phenyl)pyrimidin-5-yl]Azetidine-1-carboxylic acid tert-butyl ester